FC(CN1C(=NC=2C1=NC(=CC2)C=2CC(N1N=C(N=CC12)NC1CCN(CC1)C1COC1)[2H])C)F 5-(3-(2,2-difluoroethyl)-2-methyl-3H-imidazo[4,5-b]pyridin-5-yl)-N-(1-(oxetan-3-yl)piperidin-4-yl)-6,7-dihydropyrrolo[2,1-f][1,2,4]triazin-7-d-2-amine